(1R,2S)-1-(2-chloro-4,5-difluorophenyl)-1-(1-ethyl-1H-pyrazol-4-yl)propan ClC1=C(C=C(C(=C1)F)F)[C@H](CC)C=1C=NN(C1)CC